N1(N=CC=C1)C=1N=CC(=NC1)CN1C2=NC(=NC=C2NC1=O)C1=C(C=CC=C1)C(C)C 9-((5-(1H-pyrazol-1-yl)pyrazin-2-yl)methyl)-2-(2-isopropylphenyl)-7,9-dihydro-8H-purin-8-one